C(C)(C)OC(CNC([C@@H](NC([C@@H](N)CCC(=O)O)=O)CS)=O)=O N-(N-L-Glutamyl-L-cysteinyl)glycin-1-Isopropylester